C1CC(=O)N(C1=O)OC(=O)CCCCCNC(=O)CCN2C(=O)C=CC2=O SUCCINIMIDYL-6-(β-MALEIMIDOPROPIONAMIDO)HEXANOATE